iron-copper-zinc-titanium [Ti].[Zn].[Cu].[Fe]